methyl [{(7S)-3-(benzyloxy)-7-[(tert-butoxycarbonyl)amino]-1-fluoro-6-oxo-5,6,7,8-tetrahydronaphthalen-2-yl}(trifluoroacetyl)amino]acetate C(C1=CC=CC=C1)OC=1C(=C(C=2C[C@@H](C(CC2C1)=O)NC(=O)OC(C)(C)C)F)N(C(C(F)(F)F)=O)CC(=O)OC